C(C1=CC=CC=C1)N(C(C1=C(C(=C(C=C1CCCCC)O)CC=C(CCC=C(C)C)C)O)=O)C N-benzyl-3-(3,7-dimethylocta-2,6-dien-1-yl)-2,4-dihydroxy-N-methyl-6-pentylbenzamide